C(CCCCCCCCCCCCCCC)S(=O)(=O)N=[N+]=[N-] hexadecylsulfonyl azide